C1(=CC=CC=C1)S(=O)(=O)N1CC(C1)N1N=CC(=C1)O 1-(1-(phenylsulfonyl)azetidin-3-yl)-1H-pyrazol-4-ol